N-([1,1'-biphenyl]-4-ylmethyl)-1-isobutyryl-6-methyl-4-(phenylsulfonyl)piperazine-2-carboxamide C1(=CC=C(C=C1)CNC(=O)C1N(C(CN(C1)S(=O)(=O)C1=CC=CC=C1)C)C(C(C)C)=O)C1=CC=CC=C1